4-(3-(4-fluorophenyl)-1-(3-((triisopropylsilyl)oxy)propyl)-1H-pyrazol-4-yl)-1-(phenylsulfonyl)-1H-pyrrolo[2,3-b]pyridine FC1=CC=C(C=C1)C1=NN(C=C1C1=C2C(=NC=C1)N(C=C2)S(=O)(=O)C2=CC=CC=C2)CCCO[Si](C(C)C)(C(C)C)C(C)C